5-bromopentyl 4,4-bis(((Z)-oct-5-en-1-yl)oxy)butanoate C(CCC\C=C/CC)OC(CCC(=O)OCCCCCBr)OCCCC\C=C/CC